2-(piperazin-1-yl)-7-azaspiro[3.5]nonane-7-carboxylic acid tert-butyl ester C(C)(C)(C)OC(=O)N1CCC2(CC(C2)N2CCNCC2)CC1